[N+](=O)([O-])OCCCCCC(=O)O[C@H](/C=C/[C@@H]1[C@H]([C@H](C[C@H]1O)O)C\C=C/CCCC(=O)NCC)CCC1=CC=CC=C1 (S,E)-1-((1R,2R,3S,5R)-2-((Z)-7-(ethylamino)-7-oxohept-2-en-1-yl)-3,5-dihydroxycyclopentyl)-5-phenylpent-1-en-3-yl 6-(nitrooxy)hexanoate